diphenylaminoammonium C1(=CC=CC=C1)N(C1=CC=CC=C1)[NH3+]